1-methyl-9-propyl-9H-pyrido[3,4-b]indole-3-carbaldehyde CC1=NC(=CC2=C1N(C1=CC=CC=C21)CCC)C=O